N,N2-Dibenzylbenzene-1,2-diamine C(C1=CC=CC=C1)NC=1C(=CC=CC1)NCC1=CC=CC=C1